FC1(CCC(CC1)NC1=CC(=NC(=N1)N1N=C(C=C1)C)C(C)=O)F 1-(6-((4,4-difluorocyclohexyl)amino)-2-(3-methyl-1H-pyrazol-1-yl)pyrimidin-4-yl)ethan-1-one